FC(C1=NN=C(O1)C=1C=CC(=NC1)CN1C(N(C(C1=O)(C)C)C1=CC(=CC(=C1)F)F)=O)F 3-((5-(5-(difluoromethyl)-1,3,4-oxadiazol-2-yl)pyridin-2-yl)methyl)-1-(3,5-difluorophenyl)-5,5-dimethylimidazolidin-2,4-dione